BrC1=CC=C(C=C1)C=1C=C(C=CC1)C1=CC=CC2=C1SC1=C2C=CC=C1 4-(4'-bromo-3,1'-biphenyl-1-yl)dibenzothiophene